3-(7-chloro-6-(dimethylamino)-1-oxoisoindolin-2-yl)piperidine-2,6-dione ClC=1C(=CC=C2CN(C(C12)=O)C1C(NC(CC1)=O)=O)N(C)C